(3S)-3-[4-(tetramethyl-1,3,2-dioxaborolan-2-yl)phenoxy]pyrrolidine-1-carboxylic acid tert-butyl ester C(C)(C)(C)OC(=O)N1C[C@H](CC1)OC1=CC=C(C=C1)B1OC(C(O1)(C)C)(C)C